2-(2-Methoxy-5-(methyl-(2-methylquinazolin-4-yl)amino)phenyl)-3-methylbutanamide COC1=C(C=C(C=C1)N(C1=NC(=NC2=CC=CC=C12)C)C)C(C(=O)N)C(C)C